[N+](=O)([O-])C1=CC=C(CSC=2OC(=NN2)C2=CC=CC=C2)C=C1 2-((4-nitrobenzyl)thio)-5-phenyl-1,3,4-oxadiazole